ClC=1C=C(N(C1)S(=O)(=O)C1=CC=C(C)C=C1)C=1SC=C(N1)C 4-chloro-2-(4-methylthiazol-2-yl)-1-p-toluenesulfonyl-1H-pyrrole